N-[5-[1-(5-cyanopyrimidin-2-yl)-3,6-dihydro-2H-pyridin-4-yl]-4-fluoro-2-[(3R,5S)-3,4,5-trimethylpiperazin-1-yl]phenyl]-6-oxo-4-(trifluoromethyl)-1H-pyridine-3-carboxamide C(#N)C=1C=NC(=NC1)N1CCC(=CC1)C=1C(=CC(=C(C1)NC(=O)C1=CNC(C=C1C(F)(F)F)=O)N1C[C@H](N([C@H](C1)C)C)C)F